COC1=CC=C(C2=C1NC(=N2)NC(=O)C2=CN=C(O2)C)C=2C=NN(C2)C N-[7-methoxy-4-(1-methyl-1H-pyrazol-4-yl)-1H-1,3-benzodiazol-2-yl]-2-methyl-1,3-oxazole-5-carboxamide